FC1=C(C=CC(=C1)C1=NC=CN=C1OC1=CC=C(C=C1)C(F)(F)F)NS(=O)(=O)C N-[2-fluoro-4-[3-[4-(trifluoromethyl)phenoxy]pyrazin-2-yl]phenyl]methanesulfonamide